NC=1C=C(C=O)C(=CN1)C=1C=NC=CC1 2-AMINO-5-(PYRIDIN-3-YL)ISONICOTINALDEHYDE